2-{[(2-amino-6-{1-[(1,3-oxazol-2-yl)amino]ethyl}-phenyl)carbamothioyl]amino}-2-(3-chloro-4-fluorophenyl)-propyl 2,2-dimethylpropanoate CC(C(=O)OCC(C)(C1=CC(=C(C=C1)F)Cl)NC(NC1=C(C=CC=C1C(C)NC=1OC=CN1)N)=S)(C)C